benzyl N-[4-(2-bromo-6-nitro-phenyl)-4-hydroxy-but-2-ynyl]-N-methyl-carbamate BrC1=C(C(=CC=C1)[N+](=O)[O-])C(C#CCN(C(OCC1=CC=CC=C1)=O)C)O